1-((R)-7-((3R,4S)-4-(2-chlorophenyl)-6,6-dimethyltetrahydro-2H-pyran-3-carbonyl)-6-methyl-2,7-diazaspiro[3.5]nonan-2-yl)prop-2-en-1-one ClC1=C(C=CC=C1)[C@@H]1[C@H](COC(C1)(C)C)C(=O)N1[C@@H](CC2(CN(C2)C(C=C)=O)CC1)C